C[Si](CCOCN1C=CC=2C1=NC=CC2C=2C=NN(C2)C2(CNC2)CC#N)(C)C {3-[4-(1-{[2-(Trimethylsilyl)ethoxy]methyl}-1H-pyrrolo[2,3-b]pyridin-4-yl)-1H-pyrazol-1-yl]azetidin-3-yl}acetonitrile